C1=CC=CC=2C3=CC=CC=C3C(C12)COC(=O)N[C@@H](CC(=O)O)C (3R)-3-(9H-fluoren-9-ylmethoxycarbonylamino)butyric acid